trans-4-[(3-hydroxycyclobutyl)amino]-1-methyl-6-nitroquinolin-2-one O[C@@H]1C[C@H](C1)NC1=CC(N(C2=CC=C(C=C12)[N+](=O)[O-])C)=O